(S)-1-((S)-2-(3-chlorophenyl)-2-methoxyethyl)-3-((4-(methylsulfonyl)phenoxy)methyl)piperidine ClC=1C=C(C=CC1)[C@@H](CN1C[C@H](CCC1)COC1=CC=C(C=C1)S(=O)(=O)C)OC